3-Fluoro-5-(2-fluoropiperazin-1-yl)-2,3-dihydro-1,4-benzodioxine FC1OC2=C(OC1)C=CC=C2N2C(CNCC2)F